1-(6-methoxynaphthalen-2-yl)ethan-1-one tert-butyl-3-(2-hydroxyethoxy)piperidine-1-carboxylate C(C)(C)(C)OC(=O)N1CC(CCC1)OCCO.COC=1C=C2C=CC(=CC2=CC1)C(C)=O